4-(DIISOPROPYLCARBAMOYL)PYRIDIN-3-YLBORONIC ACID C(C)(C)N(C(=O)C1=C(C=NC=C1)B(O)O)C(C)C